(S)-2-(Benzofuran-3-carboxamido)-N6-ethyl-5-oxo-N1-(2-oxo-1-(2-oxo-2-((1S,2S,3S,5R)-2,6,6-trimethylbicyclo[3.1.1]heptan-3-ylamino)ethyl)-1,2-dihydropyridin-3-yl)hexandiamid O1C=C(C2=C1C=CC=C2)C(=O)N[C@H](C(=O)NC=2C(N(C=CC2)CC(N[C@@H]2[C@H]([C@H]1C([C@@H](C2)C1)(C)C)C)=O)=O)CCC(C(=O)NCC)=O